C(C)C(CC1NCCC1)CCCC 2-(2-ethylhexyl)pyrrolidine